diethyl (11-{2-fluoro-4-[4-pentylcyclohexyl]-phenoxy}undecyl)phosphonate FC1=C(OCCCCCCCCCCCP(OCC)(OCC)=O)C=CC(=C1)C1CCC(CC1)CCCCC